NC=1C=C(C=C(C1)C(F)(F)F)[C@@H](C)NC1=NC(=NC2=C3C(=C(C=C12)C=1CCOCC1)OCC3)C (R)-N-(1-(3-amino-5-(trifluoromethyl)phenyl)ethyl)-6-(3,6-dihydro-2H-pyran-4-yl)-2-methyl-8,9-dihydrofuro[2,3-H]quinazolin-4-amine